OS(=O)(=O)C(F)(F)F.CN1C=C(C2=CC=CC=C12)C(C1=CC(=C(C(=C1)OC)OC)OC)C1=C(C=CC=C1)P(C1=CC=CC=C1)C1=CC=CC=C1 ((1-methyl-1H-indol-3-yl)(3,4,5-trimethoxyphenyl)methyl)triphenylphosphine triflate